tert-butyl-rel-(6R,7R)-7-({[4-(benzyloxy)cyclohexyl]oxy}methyl)-2-oxo-1,8-diazaspiro[5.5]undec-3-ene-8-carboxylate C(C)(C)(C)OC(=O)N1[C@H]([C@]2(CC=CC(N2)=O)CCC1)COC1CCC(CC1)OCC1=CC=CC=C1 |o1:8,9|